2-(4-bromo-2-fluoro-6-methylphenyl)-6-ethoxy-2,5-dihydro-4H-pyrazolo[3,4-d]pyrimidin-4-one BrC1=CC(=C(C(=C1)C)N1N=C2N=C(NC(C2=C1)=O)OCC)F